4-(1-(((tert-butoxycarbonyl)amino)methyl)cyclopropyl)phenylboronic acid pinacol ester C(C)(C)(C)OC(=O)NCC1(CC1)C1=CC=C(C=C1)B1OC(C)(C)C(C)(C)O1